C12(CC3CC(CC(C1)C3)C2)CN2N=CC(=C2C)C=2C(=C3C(=NC2)N(C=N3)C=3C=NC(=CC3)N)C(=O)OC methyl 6-(1-(adamantan-1-ylmethyl)-5-methyl-1H-pyrazol-4-yl)-3-(6-aminopyridin-3-yl)-3H-imidazolo[4,5-b]pyridine-7-carboxylate